FC(OC1=C(/C=N/O)C=CC=C1)(F)F (E)-2-trifluoromethoxybenzaldehyde oxime